(R)-2,2,2-trifluoro-1-(pyridin-3-yl)ethan-1-amine hydrochloride Cl.FC([C@H](N)C=1C=NC=CC1)(F)F